OC1(CCC(CC1)NC1=NC(=CC(=C1)C=1C=C(C=CC1C)NC(=O)N1C[C@@H](CC1)CC(F)(F)F)N1CCOCC1)C (S)-N-(3-(2-(((1R,4S)-4-hydroxy-4-methylcyclohexyl)amino)-6-morpholinopyridin-4-yl)-4-methylphenyl)-3-(2,2,2-trifluoroethyl)pyrrolidine-1-carboxamide